7-bromo-2-[(4-chloro-2-fluorophenyl)methoxy]quinoline BrC1=CC=C2C=CC(=NC2=C1)OCC1=C(C=C(C=C1)Cl)F